2-(2,6-dichlorophenyl)ethanethioamide ClC1=C(C(=CC=C1)Cl)CC(N)=S